3-(4-(3-((5-(8-(7-Acetyl-3-(tetrahydro-2H-pyran-4-yl)-5,6,7,8-tetrahydroimidazo[1,5-a]pyrazin-1-yl)isoquinolin-3-yl)pyridin-2-yl)oxy)propoxy)-1-oxoisoindolin-2-yl)piperidine-2,6-dione C(C)(=O)N1CC=2N(CC1)C(=NC2C=2C=CC=C1C=C(N=CC21)C=2C=CC(=NC2)OCCCOC2=C1CN(C(C1=CC=C2)=O)C2C(NC(CC2)=O)=O)C2CCOCC2